NC1=CC=C(OC2=CC=C(C=C2)C(C)(C)C2=CC=C(C=C2)OC2=CC=C(C=C2)N)C=C1 (dl)-2,2-bis[4-(4-aminophenoxy)phenyl]propane